C(C)N1N=C(C2=C1CN(CC2)S(=O)(=O)C)C(=O)N2CCC(CC2)C2=C(C=CC=C2)C(F)(F)F (1-ethyl-6-(methylsulfonyl)-4,5,6,7-tetrahydro-1H-pyrazolo[3,4-c]pyridin-3-yl)(4-(2-(trifluoromethyl)phenyl)piperidin-1-yl)methanone